N-(3-carbamoyl-4-fluorophenyl)-5-chloro-2-(8-fluoro-chroman-4-yl)-4-(trifluoromethyl)benzamide C(N)(=O)C=1C=C(C=CC1F)NC(C1=C(C=C(C(=C1)Cl)C(F)(F)F)C1CCOC2=C(C=CC=C12)F)=O